7-((4-phenoxy-butyryl)glycyl)-1,4-dioxa-7-azaspiro[4.4]nonane-8-carboxamide O(C1=CC=CC=C1)CCCC(=O)NCC(=O)N1CC2(OCCO2)CC1C(=O)N